bis(4-(2,4,4-trimethylpentyl)phenyl)amine CC(CC1=CC=C(C=C1)NC1=CC=C(C=C1)CC(CC(C)(C)C)C)CC(C)(C)C